4-(2-chloro-9-ethyl-8-(pyridin-4-yl)-9H-purin-6-yl)morpholine ClC1=NC(=C2N=C(N(C2=N1)CC)C1=CC=NC=C1)N1CCOCC1